3-Z-[1-(4-(N-((4-methyl-piperazin-1-yl)-methylcarbonyl)-N-methyl-amino)-phenylamino)-1-phenyl-methylene]-6-methoxycarbonyl-2-indolinone CN1CCN(CC1)CC(=O)N(C)C1=CC=C(C=C1)N\C(\C1=CC=CC=C1)=C\1/C(NC2=CC(=CC=C12)C(=O)OC)=O